C(C)(=O)N1CC1 N-acetyl-ethylenimine